2-methyl-4-phenyl-6-(thiophen-3-yl)pyridine CC1=NC(=CC(=C1)C1=CC=CC=C1)C1=CSC=C1